BrC=1C(=NC=CC1)C(=O)N 3-bromopyridine-2-carboxamide